N-cyclopentyl-3-(2-((1-(hydroxymethyl)cyclobutyl)amino)-2-oxoacetyl)-2-methyl-5,6,7,8-tetrahydroindolizine-1-carboxamide C1(CCCC1)NC(=O)C=1C(=C(N2CCCCC12)C(C(=O)NC1(CCC1)CO)=O)C